(R)-N-((S)-2-amino-3-(1H-indazol-5-yl)propyl)-3-(pyridin-3-yl)-3-(1-(trifluoromethyl)cyclopropyl)acrylamide dihydrochloride Cl.Cl.N[C@H](CNC(C=C(C1(CC1)C(F)(F)F)C=1C=NC=CC1)=O)CC=1C=C2C=NNC2=CC1